BrC=1C=NC(=NC1)N1CC(C(=C(C1)O)C(=O)NC1=CC=C(C=C1)F)=O 1-(5-bromopyrimidin-2-yl)-N-(4-fluorophenyl)-5-hydroxy-3-oxo-1,2,3,6-tetrahydropyridine-4-carboxamide